(exo)-N-{6-[5-fluoro-4-(1-methylpyrazol-4-yl)-1H-indazol-7-yl]pyridazin-3-yl}-N-methyl-8-azabicyclo[3.2.1]octan-3-amine FC=1C(=C2C=NNC2=C(C1)C1=CC=C(N=N1)N(C1CC2CCC(C1)N2)C)C=2C=NN(C2)C